tert-butyl 2-bromo-2-(3-cyclopropyl-1-methyl-1H-indazol-4-yl)acetate BrC(C(=O)OC(C)(C)C)C1=C2C(=NN(C2=CC=C1)C)C1CC1